[Ga].[Nb].[Ca].[Yb] Ytterbium-calcium-niobium-gallium